5-acetoxybicyclo[2.2.1]hept-2-ene C(C)(=O)OC1C2C=CC(C1)C2